(2'R,3'R,E)-2',3',6'-trihydroxy-2',4',6'-trimethyl-2',3'-dihydrospiro[cyclopropane-1,5'-inden]-7'(6'H)-one oxime O[C@@]1(C=C2\C(\C(C3(C(=C2[C@H]1O)C)CC3)(C)O)=N/O)C